2-amino-2-deoxy-d-glucopyranose N[C@H]1C(O)O[C@@H]([C@H]([C@@H]1O)O)CO